C(CCC(=O)O)(=O)O.C(CCC(=O)O)(=O)O.C(CN)N.C1(CC1)C=1C=C(C=CC1)C(C)=O 1-(3-cyclopropylphenyl)ethanone ethylenediamine disuccinic acid salt